C1(CC1)C=1N=C2N(C=C(C(=C2F)C#C)F)C1 2-cyclopropyl-7-ethynyl-6,8-difluoroimidazo[1,2-a]pyridine